4,5-Dihydroisoxazole-5-carboxamide O1N=CCC1C(=O)N